1-(1-(5-(4,4-difluoropiperidine-1-carbonyl)pyridin-2-yl)-1,4,5,7-tetrahydro-6H-pyrazolo[3,4-c]pyridin-6-yl)ethan-1-one FC1(CCN(CC1)C(=O)C=1C=CC(=NC1)N1N=CC2=C1CN(CC2)C(C)=O)F